4-(4-chloro-3-methylphenyl)-1-(2-fluoro-5-methoxy-4-nitrophenyl)piperidine ClC1=C(C=C(C=C1)C1CCN(CC1)C1=C(C=C(C(=C1)OC)[N+](=O)[O-])F)C